C1(CC1)C=1C=C(C(=NC1)C(=O)N=C1N(C=C(C=C1)SC(F)(F)F)C)S(=O)(=O)CC 5-cyclopropyl-3-ethylsulfonyl-N-[1-methyl-5-(trifluoromethylsulfanyl)2-pyridylidene]pyridine-2-carboxamide